OC=1C=C(C=C(C1)O)C(CNC(C)(C)C)O 1-(3,5-dihydroxyphenyl)-2-tert-butylamino-ethanol